COC(C1CCN(CC1)C=1C=C2CN(C(C2=CC1)=O)C1C(NC(CC1)=O)=O)OC 3-(5-(4-(dimethoxymethyl)piperidin-1-yl)-1-oxoisoindol-2-yl)piperidine-2,6-dione